[6,7-dichloro-3-(1-tetrahydropyran-2-ylpyrazol-4-yl)-1H-indol-2-yl]methylurea ClC1=CC=C2C(=C(NC2=C1Cl)CNC(=O)N)C=1C=NN(C1)C1OCCCC1